(E)-1-(9H-pyrido[3,4-b]indol-1-yl)-3-(2,3,4-trimethoxyphenyl)prop-2-en-1-one C1(=NC=CC2=C1NC1=CC=CC=C21)C(\C=C\C2=C(C(=C(C=C2)OC)OC)OC)=O